C1=CC=CC=2C3=CC=CC=C3N(C12)CC(CN1CCN(CC1)CC(CN1C2=C(OCC1)C=CC=C2)O)O 4-(3-(4-(3-(9H-carbazole-9-yl)-2-hydroxypropyl)piperazine-1-yl)-2-hydroxypropyl)-2H-benzo[b][1,4]oxazine